3,5-bis(methoxycarbonyl)Benzene Sulfonium [SH3+].COC(=O)C=1C=CC=C(C1)C(=O)OC